2-(5-methyl-3-((3aR,7aS)-6-methyloctahydro-1H-pyrrolo[2,3-c]pyridin-1-yl)-1,2,4-triazin-6-yl)-5-(trifluoromethyl)phenol CC=1N=C(N=NC1C1=C(C=C(C=C1)C(F)(F)F)O)N1CC[C@@H]2[C@H]1CN(CC2)C